4-(3-chloro-5-(4-(5-(trifluoromethyl)pyrimidin-2-yl)piperazine-1-carbonyl)benzyl)-6-cyclobutoxyphthalazin-1(2H)-one ClC=1C=C(CC2=NNC(C3=CC=C(C=C23)OC2CCC2)=O)C=C(C1)C(=O)N1CCN(CC1)C1=NC=C(C=N1)C(F)(F)F